C(O[C@H](C(=O)N1[C@@H](C[C@H](C1)O[Si](C)(C)C(C)(C)C)C(N[C@@H](C)C1=CC=C(C=C1)C#C)=O)C(C)(C)C)(OC1=CC=CC=C1)=O (S)-1-((2S,4R)-4-((tert-butyldimethylsilyl)oxy)-2-(((S)-1-(4-ethynylphenyl)ethyl)carbamoyl)pyrrolidin-1-yl)-3,3-dimethyl-1-oxobutan-2-yl phenyl carbonate